2-(4-(4-(aminomethyl)-8-fluoro-1-oxo-1,2-dihydrophthalazin-6-yl)-1-methyl-1H-pyrazol-5-yl)-6-chlorobenzonitrile NCC1=NNC(C2=C(C=C(C=C12)C=1C=NN(C1C1=C(C#N)C(=CC=C1)Cl)C)F)=O